[Zn].CN(CCN(C)C)C (tetramethyl-ethylenediamine) zinc